N-((2-fluorophenyl)(methyl)(oxo)-λ6-sulfaneylidene)-4-(3-(trifluoromethyl)-1,2,4-oxadiazol-5-yl)benzamide FC1=C(C=CC=C1)S(=NC(C1=CC=C(C=C1)C1=NC(=NO1)C(F)(F)F)=O)(=O)C